(1s,3r)-3-((2-(2,6-dioxopiperidin-3-yl)-1-oxoisoindolin-4-yl)amino)-N-methylcyclopentane-1-carboxamide O=C1NC(CCC1N1C(C2=CC=CC(=C2C1)N[C@H]1C[C@H](CC1)C(=O)NC)=O)=O